2,4-bis(mercaptomethylthio)-1,3-dithiolane SCSC1SCC(S1)SCS